7-ethyl-4-(4-fluorophenyl)-6-oxo-1-phenyl-5-[[3-(trifluoromethyl)benzoyl]amino]-4,5-dihydropyrazolo[3,4-b]pyridine-3-carboxylic acid C(C)N1C2=C(C(C(C1=O)NC(C1=CC(=CC=C1)C(F)(F)F)=O)C1=CC=C(C=C1)F)C(=NN2C2=CC=CC=C2)C(=O)O